OC[C@H]1CN(CCO1)C=1C=CC=2C(=NC(=CN2)NCC2=C3C(=CNC3=C(C=C2)C(=O)NC)C)N1 4-[({6-[(2R)-2-(hydroxymethyl)morpholin-4-yl]pyrido[2,3-b]pyrazin-3-yl}amino)methyl]-N,3-dimethyl-1H-indole-7-carboxamide